CC=1C(=NC(=C(N1)C)C)N1C=CC=C1O 1-(3,5,6-trimethylpyrazin-2-yl)-1H-pyrrol-5-ol